CC1(COC1)NC=O N-(3-methyloxetan-3-yl)formamide